[4-[[3-(2,3-difluoro-4-methoxy-phenyl)imidazo[1,2-a]pyrazin-8-yl]amino]-2-methyl-phenyl]methanone FC1=C(C=CC(=C1F)OC)C1=CN=C2N1C=CN=C2NC2=CC(=C(C=C2)C=O)C